CC1=C(C=CC=C1)[C@@H](CC1=CC(CC(C1)(C)C)=O)[C@H](C1=CC=CC=C1)[N+](=O)[O-] 3-((2R,3R)-2-(2-methylphenyl)-3-nitro-3-phenylpropyl)-5,5-dimethylcyclohex-2-en-1-one